FN[C@@H](CC1=CNC2=CC=CC=C12)C(=O)O Fluorotryptophan